(R)-6-chloro-7-tert-butyl-2-trifluoromethyl-2H-chromene-3-carboxylic acid ClC=1C=C2C=C([C@@H](OC2=CC1C(C)(C)C)C(F)(F)F)C(=O)O